4-((3-(4-(2-(4-methoxy-phenyl)propan-2-yl)-thiazol-2-yl)ureido)meth-yl)-N-(1-methylpiperidin-4-yl)benzamide COC1=CC=C(C=C1)C(C)(C)C=1N=C(SC1)NC(NCC1=CC=C(C(=O)NC2CCN(CC2)C)C=C1)=O